NC1=CC=C(OC2=C(C(=O)C3=CC(=CC=C3)C(C3=C(C=CC=C3)OC3=CC=C(C=C3)N)=O)C=CC=C2)C=C1 1,3-bis[(4-aminophenoxy)benzoyl]benzene